Cl.CC=1C2C3=CC=CC=C3C(C1)N2C(C)C 9-methyl-11-(prop-2-yl)-11-azatricyclo[6.2.1.02,7]Undec-2,4,6,9-tetraene hydrochloride